ClC=1C=C2C(=CC=NC2=CC1C1=C(C=CC=C1C)C)N1[C@H](CNCC1)C (S)-6-chloro-7-(2,6-dimethylphenyl)-4-(2-methylpiperazin-1-yl)quinoline